N-t-butyl-3-(3-trimethoxysilylpropyl)succinimide C(C)(C)(C)N1C(CC(C1=O)CCC[Si](OC)(OC)OC)=O